ClC=1C=NC(=NC1)N1CCC(CC1)CCCOC1=CC(=C(C(=C1)F)CC(=O)N1C[C@@H](CC1)CNC[C@@H]([C@H]([C@@H]([C@@H](CO)O)O)O)O)F 2-[4-[3-[1-(5-chloropyrimidin-2-yl)-4-piperidyl]propoxy]-2,6-difluoro-phenyl]-1-[(3S)-3-[[[(2S,3R,4R,5R)-2,3,4,5,6-pentahydroxyhexyl]amino]methyl]-pyrrolidin-1-yl]ethanone